[(2R,3S,5R)-5-(4-chloro-5-cyclopentyl-7H-pyrrolo[2,3-d]pyrimidin-7-yl) 3-hydroxyoxolan-2-yl]methyl 4-methylbenzene-1-sulfonate CC1=CC=C(C=C1)S(=O)(=O)OC[C@H]1O[C@H](C[C@@H]1O)N1C=C(C2=C1N=CN=C2Cl)C2CCCC2